COCCN1C(=CC2=CC=CC=C12)C=O 1-(2-methoxyethyl)-1H-indole-2-carbaldehyde